(R)-1-((1-(5-amino-3-(difluoromethyl)-2-fluorophenyl)ethyl)amino)-7-(4-methylpiperazine-1-yl)pyrido[3,4-d]pyridazin-4(3H)-one NC=1C=C(C(=C(C1)[C@@H](C)NC=1C2=C(C(NN1)=O)C=NC(=C2)N2CCN(CC2)C)F)C(F)F